5-[3-(methoxymethoxy)-4-(4,4,5,5-tetramethyl-1,3,2-dioxaborolan-2-yl)phenyl]-2,7-dimethyl-2H-indazole COCOC=1C=C(C=CC1B1OC(C(O1)(C)C)(C)C)C1=CC2=CN(N=C2C(=C1)C)C